C(CCC)OP(=O)(C)CCN1C(NC(C1)=O)=O [2-[butoxy(methyl)phosphoryl]ethyl]imidazolidine-2,4-dione